N'-acetyl-4-amino-N-(2-fluoro-4-(trifluoromethyl)benzyl)-N'-methyl-1-(methyl-d3)-1H-pyrazolo[4,3-c]quinoline-8-carbohydrazide C(C)(=O)N(N(C(=O)C1=CC=2C3=C(C(=NC2C=C1)N)C=NN3C([2H])([2H])[2H])CC3=C(C=C(C=C3)C(F)(F)F)F)C